N-(4-fluorophenyl)acetamide tert-butyl-(7S,8aS)-7-(3-[7-fluoro-[1,2,4]triazolo[1,5-a]pyridin-8-yl]propyl)-6-oxo-hexahydropyrrolo[1,2-a]pyrazine-2-carboxylate C(C)(C)(C)OC(=O)N1C[C@H]2N(CC1)C([C@H](C2)CCCC=2C=1N(C=CC2F)N=CN1)=O.FC1=CC=C(C=C1)NC(C)=O